(Tert-Butoxycarbonyl)-L-valine 2,5-dioxopyrrolidin-1-yl ester O=C1N(C(CC1)=O)OC([C@@H](NC(=O)OC(C)(C)C)C(C)C)=O